FC(C(=O)O)(F)F.N[C@H](C(=O)N1C[C@@H](CC1)C1=NC(=NO1)C1=CC=C(C=C1)CCCCCCCCCC)CO (S)-2-amino-1-((R)-3-(3-(4-decylphenyl)-1,2,4-oxadiazol-5-yl)pyrrolidin-1-yl)-3-hydroxypropan-1-one 2,2,2-trifluoroacetate